C(C)(C)(C)OC(=O)N1C(CC2=C(C=CC=C12)F)CO[Si](C(C)C)(C(C)C)C(C)C 4-fluoro-2-({[tri(prop-2-yl)silyl]oxy}methyl)-2,3-dihydro-1H-indole-1-carboxylic acid tert-butyl ester